potassium 2,3-dichlorobenzenethiol ClC1=C(C=CC=C1Cl)S.[K]